[Si]([O-])([O-])([O-])[O-].[Mg+2].O.[Mg+2] water magnesium silicate